O.O.C(CC(O)(C(=O)O)CC(=O)O)(=O)O monocitrate dihydrate